FC(C=1C=NC(=NC1)CC1CC2(CNC2)C1)(F)F 6-[[5-(trifluoro-methyl)pyrimidin-2-yl]methyl]-2-azaspiro[3.3]heptane